Lithium isocyanate [N-]=C=O.[Li+]